Tert-butyl indole-2-carboxylate N1C(=CC2=CC=CC=C12)C(=O)OC(C)(C)C